methyltetrazinyl-amine CNC=1N=NN=NC1